CC1=C(C=C(C=C1)CCC(=O)OC)C(NC1(CC1)C1=CC=CC2=CC=CC=C12)=O Methyl 3-(4-methyl-3-((1-(naphthalen-1-yl)cyclopropyl)carbamoyl)phenyl)propanoate